N[C@H]1CN(C[C@@H]1F)C(C)=O 1-((3s,4s)-3-amino-4-fluoropyrrolidin-1-yl)ethanone